ClC1=CC(=NC=C1F)C(C)NC1CC1 N-(1-(4-chloro-5-fluoropyridin-2-yl)ethyl)cyclopropylamine